FC(S(=O)(=O)NC1=C2C=CN=CC2=C(C=C1)OC=1N=C(SC1C1=NC(=NC=C1)N[C@@H]1CNC[C@H](C1)F)C)F 1,1-difluoro-N-[8-[5-[2-[[(3S,5S)-5-fluoro-3-piperidyl]amino]pyrimidin-4-yl]-2-methyl-thiazol-4-yl]oxy-5-isoquinolyl]methanesulfonamide